S(=O)(=O)(O)O.C(CCCCC)N1N=C(C(=C1N)N)C.C(CCCCC)N1N=C(C(=C1N)N)C hexyl-3-methyl-1H-pyrazole-4,5-diamine hemisulfate